Trans-2-methyl-1,4-dibromo-2-butene CC(CBr)=CCBr